CC(CC1=C(C=C(C=C1)NC(C(C1=CC=C(C=C1)C(C)(C)O)N1CCCC1=O)=O)F)(C)C (3S)-N-(2-((4-(2,2-dimethylpropyl)-3-fluorophenyl)amino)-1-(4-(2-hydroxypropan-2-yl)phenyl)-2-oxoethyl)-5-oxopyrrolidine